FC1=CC(=C(C=C1)NCCC(=O)O)N 3-((4-fluoro-2-aminophenyl)amino)propionic acid